6-chloro-3-(((1R)-1-(2-cyano-3-(3-hydroxy-3-isopropylpyrrolidin-1-yl)-7-methylquinoxalin-5-yl)ethyl)amino)picolinic acid ClC1=CC=C(C(=N1)C(=O)O)N[C@H](C)C1=C2N=C(C(=NC2=CC(=C1)C)C#N)N1CC(CC1)(C(C)C)O